2-Fluoro-1H-pyrrole-3-carboxylic acid methyl ester COC(=O)C1=C(NC=C1)F